C(C(C)C)(=O)OOC(C)(C)CCC tert-hexyl peroxyisobutyrate